N-(4-(2-amino-4-(2-((4-methoxybenzyl)oxy)ethyl)thiophene-3-carbonyl)phenyl)acetamide NC=1SC=C(C1C(=O)C1=CC=C(C=C1)NC(C)=O)CCOCC1=CC=C(C=C1)OC